N4-(sec-Butyl)-N2-(2-(1-(cyclopropylsulfonyl)-1H-pyrazol-4-yl)pyrimidin-4-yl)-5-((1-(2-fluoroethyl)-1H-pyrazol-4-yl)ethynyl)pyridine-2,4-diamine C(C)(CC)NC1=CC(=NC=C1C#CC=1C=NN(C1)CCF)NC1=NC(=NC=C1)C=1C=NN(C1)S(=O)(=O)C1CC1